2-(trans-4-((3-(2-Isopropyloxazol-4-yl)phenyl)((trans-4-(4-methoxy-3-methylphenyl)cyclohexyl)methyl)carbamoyl)cyclohexyl)acetic acid C(C)(C)C=1OC=C(N1)C=1C=C(C=CC1)N(C(=O)[C@@H]1CC[C@H](CC1)CC(=O)O)C[C@@H]1CC[C@H](CC1)C1=CC(=C(C=C1)OC)C